N1(C=NC=C1)C=1N=C(C2=C(N1)C=C(N2)C)C(=O)OCC Ethyl 2-(1H-imidazol-1-yl)-6-methyl-5H-pyrrolo[3,2-d]pyrimidine-4-carboxylate